FC1=C(C=CC=C1C(F)(F)F)\C(\C)=N/[S@@](=O)C(C)(C)C (NZ,S)-N-[1-[2-fluoro-3-(trifluoromethyl)phenyl]ethylidene]-2-methyl-propane-2-sulfinamide